methyl 7β-methoxymethoxyl-5β-chol-3-enoate COCO[C@@H]1[C@H]2[C@@H]3CC[C@H]([C@@H](CCC(=O)OC)C)[C@]3(CC[C@@H]2[C@]2(CCC=C[C@H]2C1)C)C